C(#C)C1=CC(=C(C=C1)CN1C[C@H](CCC1)[C@](CO)(C)O)OC (2s)-2-{(3s)-1-[(4-ethynyl-2-methoxyphenyl)methyl]piperidin-3-yl}propane-1,2-diol